CCCCC=CN aminohexene